FC1=NC=CC=C1C=1C=NC=2CCN(CC2C1)C1=C(C=C(C=N1)C(=O)NCC1=CC=NC=C1)C 6-[3-(2-fluoro-3-pyridyl)-7,8-dihydro-5H-1,6-naphthyridin-6-yl]-5-methyl-N-(4-pyridylmethyl)pyridine-3-carboxamide